trans-4-(2,2-dimethyl-3-((3-methylpyridin-2-yl)oxy)propanamido)-3-methylpiperidin-1-carboxylic acid tert-butyl ester C(C)(C)(C)OC(=O)N1C[C@H]([C@@H](CC1)NC(C(COC1=NC=CC=C1C)(C)C)=O)C